3-Methylindoline-6-sulfonamide CC1CNC2=CC(=CC=C12)S(=O)(=O)N